C(C1=CC=CC=C1)SCC(C)(C)OCC1=CC=CC=C1 benzyl(2-(benzyloxy)-2-methylpropyl)sulfane